1-(2-epoxyethyl)-2-propanone C1C(O1)CC(C)=O